C1(CCCCC1)C([C@@]([C@@]1(C(=C(C(=O)O1)O)[O-])C1CCCCC1)(O)C1CCCCC1)(O)C1CCCCC1 tetracyclohexyl-ascorbate